BrC1=CC(=C(C=C1C)C(C(F)(F)F)(C)O)C 2-(4-bromo-2,5-dimethyl-phenyl)-1,1,1-trifluoro-propan-2-ol